2-(1,1-dioxido-3-((thiazol-2-ylmethyl)amino)-4H-benzo[e][1,2,4]thiadiazin-5-yl)-6-fluorobenzonitrile O=S1(N=C(NC2=C1C=CC=C2C2=C(C#N)C(=CC=C2)F)NCC=2SC=CN2)=O